Cobalt Neodymium [Nd].[Co]